IC1=C(N=C(N1C[C@H]1OCC1)CN1CCCCC1)C 1-((5-iodo-4-methyl-1-(((S)-oxetan-2-yl)methyl)-1H-imidazol-2-yl)methyl)piperidine